CN1C(N(CCCC1)CCCNC1=NC(=NC=C1C(F)(F)F)NC=1C(=NN(C1)C1CC2CCC(C1)N2C)C)=O 1-methyl-3-(3-((2-((3-methyl-1-(8-methyl-8-azabicyclo[3.2.1]octan-3-yl)-1H-pyrazol-4-yl)amino)-5-(trifluoromethyl)pyrimidin-4-yl)amino)propyl)-1,3-diazepan-2-one